(S)-(1-amino-5-(4-((2-fluorobenzyl)oxy)phenyl)-1,5-dioxopentan-2-yl)carbamic acid tert-butyl ester C(C)(C)(C)OC(N[C@H](C(=O)N)CCC(=O)C1=CC=C(C=C1)OCC1=C(C=CC=C1)F)=O